CC1=CC(=NO1)C1=CC=C(CNC2=NC=CN=C2)C=C1 N-(4-(5-methylisoxazol-3-yl)benzyl)pyrazin-2-amine